6-bromo-2-oxo-1H-1,8-naphthyridine-3-carboxylic acid BrC=1C=C2C=C(C(NC2=NC1)=O)C(=O)O